piperidin-3-yl-1,3,4-thiadiazole N1CC(CCC1)C=1SC=NN1